(6R)-6-{[7-chloro-2-(3-fluorophenyl)[1,2,4]triazolo[1,5-c]quinazolin-5-yl]amino}-1,4-diazepan ClC1=CC=CC=2C=3N(C(=NC12)NC1CNCCNC1)N=C(N3)C3=CC(=CC=C3)F